1-(3-methoxyphenyl)thiourea COC=1C=C(C=CC1)NC(=S)N